CC1(OC=2C=C(C=C(C2[C@H]2[C@H]1CCC(=C2)C)O)C(C)(CCCCCC)C)C (6Ar,10aR)-6,6,9-trimethyl-3-(2-methyloctan-2-yl)-6a,7,8,10a-tetrahydrobenzo[c]chromen-1-ol